(S)-5-(tertiary butoxy)-4-(18-(tertiary butoxy)-18-oxo-octadecanoyl)-5-oxo-pentanoic acid C(C)(C)(C)OC([C@@H](CCC(=O)O)C(CCCCCCCCCCCCCCCCC(=O)OC(C)(C)C)=O)=O